BrC1=NN2C(N=C(C=C2NCC2(CN(C2)C(=O)OC(C)(C)C)C2=CC=C(C=C2)F)C(F)(F)F)=C1 tert-butyl 3-(((2-bromo-5-(trifluoromethyl)pyrazolo[1,5-a]pyrimidin-7-yl)amino)methyl)-3-(4-fluorophenyl)azetidine-1-carboxylate